CC1(OB(OC1(C)C)C1=CC=NC=C1C#N)C 4-(4,4,5,5-tetramethyl-1,3,2-dioxaborolan-2-yl)nicotinonitrile